ClC=1N=NC(=CC1C12CC(C1)(C2)C(=O)OI(C2=C(C=C(C=C2C)C)C)OC(=O)C21CC(C2)(C1)C1=C(N=NC(=C1)Cl)Cl)Cl mesityl-λ3-iodanediyl bis(3-(3,6-dichloropyridazin-4-yl)bicyclo[1.1.1]pentane-1-carboxylate)